C(C)(=O)OCC(CC1=C(N(C2=CC=C(C=C12)C1CN(CC1)C[C@@H](C(=O)O)NC(=O)OC(C)(C)C)CC(F)(F)F)C=1C(=NC=CC1)[C@H](C)OC)(C)C (2S)-3-(3-(3-(3-acetoxy-2,2-dimethylpropyl)-2-(2-((S)-1-methoxyethyl)pyridin-3-yl)-1-(2,2,2-trifluoroethyl)-1H-indol-5-yl)pyrrolidin-1-yl)-2-((tert-butoxycarbonyl)amino)propanoic acid